2'-((5-(piperazin-1-yl)pyridin-2-yl)amino)-7',8'-dihydro-6'H-spiro-[cyclohexane-1,9'-pyrazino[1',2':1,5]pyrrolo[2,3-d]pyrimidin]-6'-one N1(CCNCC1)C=1C=CC(=NC1)NC=1N=CC2=C(N1)N1C(=C2)C(NCC12CCCCC2)=O